O=C1NC(CCC1N1C(C2=CC=C(C=C2C1=O)NCCOC=1C=C(CNC(=O)C=2SC(=C(N2)C=2C=C3CCN(C3=CC2)C(=O)C2=CN=CN2C)C)C=CC1)=O)=O N-(3-(2-(2-(2,6-dioxopiperidin-3-yl)-1,3-dioxoisoindolin-5-ylamino)ethoxy)benzyl)-5-methyl-4-(1-(1-methyl-1H-imidazole-5-carbonyl)indolin-5-yl)thiazole-2-carboxamide